ClC1=CC(=C(COC=2C=C(C=CC2F)C2CCN(CC2)CC2=NC3=C(N2C)C=C(C=C3OC(F)F)C(=O)O)C=C1)F 2-((4-(3-((4-Chloro-2-fluorobenzyl)oxy)-4-fluorophenyl)piperidin-1-yl)methyl)-4-(difluoromethoxy)-1-methyl-1H-benzo[d]imidazole-6-carboxylic acid